NC=1C=C(C(=O)NCC(=O)NC[C@@H](C(=O)O)NC(C2=C(C=CC=C2Cl)Cl)=O)C=CC1 (S)-3-(2-(3-aminobenzamido)acetamido)-2-(2,6-dichlorobenzamido)propionic acid